1-(2,6-dichloro-5-fluoropyridine-3-carbonyl)-3-(2-isopropyl-4-methylpyridin-3-yl)-urea ClC1=NC(=C(C=C1C(=O)NC(=O)NC=1C(=NC=CC1C)C(C)C)F)Cl